2-[2-(4,4-Difluoro-1-piperidyl)-4-(trifluoromethyl)-3-pyridyl]-6-methyl-1H-pyridin-4-one FC1(CCN(CC1)C1=NC=CC(=C1C=1NC(=CC(C1)=O)C)C(F)(F)F)F